4-(5-(tert-butyl)-1,3,4-oxadiazol-2-yl)dibenzo[b,d]furan-3-carbonitrile C(C)(C)(C)C1=NN=C(O1)C1=C(C=CC2=C1OC1=C2C=CC=C1)C#N